N[C@H]1CN(C[C@@H](C1)F)C(=O)C1=CC2=C(N(C(=N2)C2=CC=3C(=NC(=CC3)C=3C(=C(C=CC3F)O)F)N2CC2CC2)C)C(=C1)OC 3-(2-{5-[(3R,5R)-3-amino-5-fluoropiperidine-1-carbonyl]-7-methoxy-1-methyl-1H-1,3-benzodiazol-2-yl}-1-(cyclopropylmethyl)-1H-pyrrolo[2,3-b]pyridin-6-yl)-2,4-difluorophenol